6-[(3S)-4-[3-(1,3-benzothiazole-7-sulfonyl)propanoyl]-3-methylpiperazin-1-yl]-5-methylpyridine-3-carbonitrile S1C=NC2=C1C(=CC=C2)S(=O)(=O)CCC(=O)N2[C@H](CN(CC2)C2=C(C=C(C=N2)C#N)C)C